C1=C(C=CC2=CC=CC=C12)OCCC(C)C1=CC=NC=C1 4-(4-(naphthalen-2-yloxy)butan-2-yl)pyridine